C(CC(O)(C(=O)O)CC(=O)O)(=O)O.N1=C(C=CC=C1)C=1C(=NC=CC1)C(N)=S (pyridin-2-yl)pyridin-2-thioamide citrate